(4-Chlorophenyl)-3-(2-phenylcyclopropyl)urea ClC1=CC=C(C=C1)NC(=O)NC1C(C1)C1=CC=CC=C1